2-(toluene-4-sulfonylmethyl)-acrylic acid (8-methacryloyloxy-3,6-dioxaoctyl) ester C(C(=C)C)(=O)OCCOCCOCCOC(C(=C)CS(=O)(=O)C1=CC=C(C)C=C1)=O